C(C)OC(C(C)(C)OC1=C(C=C(C=C1)CN1N=CN(C1=O)C1=CC=C(C=C1)OC)C)=O 2-(4-((4-(4-methoxyphenyl)-5-oxo-4,5-dihydro-1H-1,2,4-triazol-1-yl)methyl)-2-methylphenoxy)-2-methylpropionic acid ethyl ester